C(C)N(CC)CC.P(OC[C@H]1O[C@H]([C@@H]2OC(O[C@@H]21)(C)C)N2C1=NC=NC(=C1N=C2)NC(C2=CC=CC=C2)(C2=CC=CC=C2)C2=CC=CC=C2)(O)(O)=S O-(((3aR,4R,6R,6aR)-2,2-dimethyl-6-(6-(tritylamino)-9H-purin-9-yl)tetrahydrofuro[3,4-d][1,3]dioxol-4-yl)methyl) phosphorothioate triethylamine salt